2-(5-Nitro-2-pyridylazo)-5-(N-propyl-N-sulfopropylamino)phenol disodium salt [Na+].[Na+].[N+](=O)([O-])C=1C=CC(=NC1)N=NC1=C(C=C(C=C1)N(CCCS(=O)(=O)[O-])CCC)O.[N+](=O)([O-])C=1C=CC(=NC1)N=NC1=C(C=C(C=C1)N(CCC)CCCS(=O)(=O)[O-])O